benzyl (R)-2-(((2-(tert-butoxy)-2-oxoethyl)amino)methyl)azetidine-1-carboxylate C(C)(C)(C)OC(CNC[C@@H]1N(CC1)C(=O)OCC1=CC=CC=C1)=O